4-[(4-methylpiperazin-1-yl)methyl]benzoic acid CN1CCN(CC1)CC1=CC=C(C(=O)O)C=C1